(2R,3S)-2-(3-(7-chloro-6-methoxy-1H-benzo[d]imidazol-1-yl)propyl)piperidin-3-ol dihydrochloride Cl.Cl.ClC1=C(C=CC2=C1N(C=N2)CCC[C@H]2NCCC[C@@H]2O)OC